(1R,3S)-3-[3-({[5-methoxy-2-(methylsulfonyl)phenyl]acetyl} amino)-1H-pyrazol-5-yl]cyclopentyl(1-methylcyclopropyl)carbamate COC=1C=CC(=C(C1)CC(=O)NC1=NNC(=C1)[C@@H]1C[C@@H](CC1)N(C([O-])=O)C1(CC1)C)S(=O)(=O)C